FC([C@H]1C[C@H](C1)NC([C@@H]1NCCC1)=O)(F)F N-(cis-3-(trifluoromethyl)cyclobutyl)-D-prolinamide